(3S,4S)-8-(6-((2-chloro-3-(1-ethyl-1H-pyrazole-3-yl)phenyl)mercapto)pteridine-2-yl)-3-methyl-yl-2-oxa-8-azaspiro[4.5]decane-4-amine ClC1=C(C=CC=C1C1=NN(C=C1)CC)SC=1N=C2C=NC(=NC2=NC1)N1CCC2([C@@H](C(OC2)=C)N)CC1